[Br-].CC(CC[NH+](CCCCCCCC\C=C/CCCCCCCC)CCCCCCCC\C=C/CCCCCCCC)C dimethyl-dioleylpropylammonium bromide